N-(5-(difluoromethoxy)-1H-pyrazol-3-yl)-6-(((2R,6R)-2,6-dimethylpiperidin-4-yl)oxy)pyrazin-2-amine FC(OC1=CC(=NN1)NC1=NC(=CN=C1)OC1C[C@H](N[C@@H](C1)C)C)F